C(CCCCCCCCCC)[Si](OC)(OC)OC n-undecyl-trimethoxysilane